hydroxy-N-propyl-m-toluidine ON(C1=CC(=CC=C1)C)CCC